CN(CC(=O)N1CCC(CC1)C=1C=C2C(=C(NC2=CC1)C1=C2C=NN(C2=CC=C1)C)CC)C 2-(dimethylamino)-1-(4-(3-ethyl-2-(1-methyl-1H-indazol-4-yl)-1H-indol-5-yl)piperidin-1-yl)ethan-1-one